C(C)(=O)N1CCC=2C1=NC=CC2N2C[C@@H](N(CC2)C(=O)OC(C)(C)C)C(=O)OC 1-(tert-butyl) 2-methyl (R)-4-(1-acetyl-2,3-dihydro-1H-pyrrolo[2,3-b]pyridin-4-yl)piperazine-1,2-dicarboxylate